6-bromo-3-methyl-1-((1-methyl-1H-pyrazol-4-yl)methyl)-1,3-dihydro-2H-imidazo[4,5-b]pyridin-2-one BrC=1C=C2C(=NC1)N(C(N2CC=2C=NN(C2)C)=O)C